BrC1=C(C=CC2=CC=C(C=C12)C1=CC=CC=C1)NC(C1=CC=CC=C1)=O N-(1-bromo-7-phenylnaphthalen-2-yl)benzamide